NC1=NC=C(C2=C1C(=NN2[C@@H]2CN(CC2)C(=O)OC(C)(C)C)C#CC2=CC1=C(N(C=N1)C)C=C2F)C(=C)OCC tert-butyl (3S)-3-[4-amino-7-(1-ethoxyvinyl)-3-[2-(6-fluoro-1-methyl-benzo[d]imidazol-5-yl)ethynyl]pyrazolo[4,3-c]pyridin-1-yl]pyrrolidine-1-carboxylate